FC=1C=C(C#N)C=CC1N1N=C(C=C1C)C(F)(F)F 3-fluoro-4-[5-methyl-3-(trifluoromethyl)-1H-pyrazol-1-yl]benzonitrile